N-isopentylpropane-1,3-diamine C(CC(C)C)NCCCN